C[C@@H](N)C1=CC=CC=C1 (R)-α-methylbenzenemethanamine